(5R)-5-ethyl-3-(5-spiro[2H-benzofuran-3,1'-cyclopropane]-4-yloxypyrazin-2-yl)imidazolidine-2,4-dione C(C)[C@@H]1C(N(C(N1)=O)C1=NC=C(N=C1)OC1=CC=CC2=C1C1(CC1)CO2)=O